C(C1=CC=CC=C1)OC1=C(N(C=CC1=O)C1=CC=C(C=C1)N1CCOCC1)C 3-(benzyloxy)-2-methyl-1-(4-morpholinophenyl)pyridin-4(1H)-one